The molecule is an acyl-CoA(4-) oxoanion arising from deprotonation of the phosphate and diphosphate OH groups of 3-oxolauroyl-CoA; major species at pH 7.3. It is a 3-oxo-fatty acyl-CoA(4-) and an 11,12-saturated fatty acyl-CoA(4-). It is a conjugate base of a 3-oxolauroyl-CoA. CCCCCCCCCC(=O)CC(=O)SCCNC(=O)CCNC(=O)[C@@H](C(C)(C)COP(=O)([O-])OP(=O)([O-])OC[C@@H]1[C@H]([C@H]([C@@H](O1)N2C=NC3=C(N=CN=C32)N)O)OP(=O)([O-])[O-])O